CC1=CN2C(S1)=NC(=C2C(=O)NCC2=CC(=CC=C2)S(F)(F)(F)(F)F)C 2,6-dimethyl-N-(3-(pentafluoro-λ6-sulfanyl)benzyl)imidazo[2,1-b]thiazole-5-carboxamide